3-bromo-1-(3-chloro-2-pyridyl)-1H-pyrazole-5-carbonyl chloride BrC1=NN(C(=C1)C(=O)Cl)C1=NC=CC=C1Cl